COCCN(CC[C@@H](C(=O)OC)NC(=O)OCC(C)(C)C)CCCCC1=NC=2NCCCC2C=C1 methyl (S)-4-((2-methoxyethyl)(4-(5,6,7,8-tetrahydro-1,8-naphthyridin-2-yl)butyl)amino)-2-(((neopentyloxy)carbonyl)amino)butanoate